4-[5-(2-bromopyridin-4-yl)-1H-pyrazol-3-yl]-N-ethylaniline BrC1=NC=CC(=C1)C1=CC(=NN1)C1=CC=C(NCC)C=C1